2-(1-Isopropyl-4-methyl-1H-pyrazol-5-yl)-5-methoxy-N-(4-(1-methyl-4-(trifluoromethyl)-1H-imidazol-2-yl)benzyl)pyrimidin-4-amine C(C)(C)N1N=CC(=C1C1=NC=C(C(=N1)NCC1=CC=C(C=C1)C=1N(C=C(N1)C(F)(F)F)C)OC)C